[Na+].C(CC)C1=CC=C(C=C1)C1CC(=NO1)C1=CC=C(CN2CC(C2)C(=O)[O-])C=C1 1-(4-(5-(4-propylphenyl)-4,5-dihydroisoxazol-3-yl)benzyl)azetidine-3-carboxylic acid sodium salt